COC(=O)[C@H]1[C@H](C1)CO (1R,2S)-2-(hydroxymethyl)cyclopropane-1-carboxylic acid methyl ester